ethyl (2r,5r)-5-(benzylamino)-piperidine-2-carboxylate oxalate C(C(=O)O)(=O)O.C(C1=CC=CC=C1)N[C@@H]1CC[C@@H](NC1)C(=O)OCC